C(C)(C)(C)N1N=CC(=C1)C(=O)NCC1=C(C=C(C=C1)C1=NC(=NC=C1)Cl)C 1-(tert-butyl)-N-(4-(2-chloropyrimidin-4-yl)-2-methylbenzyl)-1H-pyrazole-4-carboxamide